4-(3-(4-aminocyclohexyl)pyrrolidin-1-yl)-3-chloro-2,6-difluoro-N-(6-fluoropyridin-2-yl)benzenesulfonamide NC1CCC(CC1)C1CN(CC1)C1=C(C(=C(C(=C1)F)S(=O)(=O)NC1=NC(=CC=C1)F)F)Cl